8-(2-hydroxy-5-fluorobenzoylamino)octanoic acid OC1=C(C(=O)NCCCCCCCC(=O)O)C=C(C=C1)F